N-[(3S)-piperidin-3-yl]-4-(1H-pyrazol-4-yl)-5-(trifluoromethyl)pyrimidin-2-amine N1C[C@H](CCC1)NC1=NC=C(C(=N1)C=1C=NNC1)C(F)(F)F